CSCCCN 3-methylsulfanylpropyl-amine